FC1(CCN(CC1)C1=NC(=CC(=N1)N1C=NC(=C1)C1=C(C=C(C=C1)NS(=O)(=O)CCO)N1CCC2(CC2)CC1)C)F N-(4-(1-(2-(4,4-difluoropiperidin-1-yl)-6-methylpyrimidin-4-yl)-1H-imidazol-4-yl)-3-(6-azaspiro[2.5]octan-6-yl)phenyl)-2-hydroxyethane-1-sulfonamide